4-chloro-N-(1,1-dimethylsilylcyclopentan-3-yl)-6-methyl-1H-pyrrolo[2,3-b]pyridine-2-carboxamide ClC1=C2C(=NC(=C1)C)NC(=C2)C(=O)NC2CC(CC2)([SiH2]C)[SiH2]C